(((1s,3s)-3-((2-(2,6-dioxopiperidin-3-yl)-1-oxoisoindolin-4-yl) amino) cyclohexyl) methyl) carbamate C(N)(OC[C@@H]1C[C@H](CCC1)NC1=C2CN(C(C2=CC=C1)=O)C1C(NC(CC1)=O)=O)=O